C1(CC1)C=1N=NN(C1)[C@H](C(=O)N1[C@@H](C[C@H](C1)O)C(=O)NCC1N2CCCN(C1)CC2)C(C)(C)C (2S,4R)-1-[(2S)-2-(4-cyclopropyltriazol-1-yl)-3,3-dimethyl-butanoyl]-N-(1,5-diazabicyclo[3.2.2]nonan-6-ylmethyl)-4-hydroxy-pyrrolidine-2-carboxamide